Cis-pyrrolidine-3,4-diol HCl salt Cl.N1C[C@H]([C@H](C1)O)O